N-(5-bromo-1,3,4-thiadiazol-2-yl)-2-((4-oxo-1-(tetrahydro-2H-thiopyran-4-yl)-4,5-dihydro-1H-pyrazolo[3,4-d]pyrimidin-6-yl)thio)acetamid BrC1=NN=C(S1)NC(CSC=1NC(C2=C(N1)N(N=C2)C2CCSCC2)=O)=O